[Mg+2].C([C@@H](O)C)(=O)[O-].C([C@@H](O)C)(=O)[O-] L-Lactic acid magnesium salt